4-(3-(4-propoxyphenoxy)propyl)morpholine C(CC)OC1=CC=C(OCCCN2CCOCC2)C=C1